C(C1=CC=CC=C1)(=O)N1N=C(C=C1OCC1=CC=C(C=C1)F)C1C(C(NCC1)=O)C 4-{1-benzoyl-5-[(4-fluorophenyl)methoxy]-1H-pyrazol-3-yl}-3-methylpiperidin-2-one